CC(=O)NCCS(=O)(=O)O The molecule is an amino sulfonic acid that is taurine substituted by an acetyl group at the N atom. It has a role as a human urinary metabolite and a human blood serum metabolite. It is a member of acetamides and an organosulfonic acid. It derives from a taurine. It is a conjugate acid of an acetyltaurine(1-).